FC1=C2CN(CC2=C(C=C1)F)CC1=CC=C(C=C1)OC 4,7-difluoro-2-(4-methoxybenzyl)isoindoline